4-(3-(5-(heptylsulfonyl)indoline-1-carbonyl)phenyl)piperazine-1-carboxylate C(CCCCCC)S(=O)(=O)C=1C=C2CCN(C2=CC1)C(=O)C=1C=C(C=CC1)N1CCN(CC1)C(=O)[O-]